(1Z)-1-(5-methoxy-6-oxocyclohexa-2,4-dien-1-ylidene)-4-(2-phenylethyl)-2H-[1,2,4]triazolo[4,3-a]quinazolin-5-one COC1=CC=C/C(/C1=O)=C\1/NN=C2N1C1=CC=CC=C1C(N2CCC2=CC=CC=C2)=O